1-((4-ethylphenyl)ethynyl)-2-nitrobenzene C(C)C1=CC=C(C=C1)C#CC1=C(C=CC=C1)[N+](=O)[O-]